BrC1=CNC2=CN=C(C(=C21)F)Cl 3-bromo-5-chloro-4-fluoro-1H-pyrrolo[2,3-c]pyridine